[OH-].C1(=CC=C2C=CC3=CC=CC4=CC=C1C2=C34)CCCN 1-pyrenepropylamine hydroxide